2-(6-(Ethylamino)-4-(2-(4-methyl-4H-1,2,4-triazol-3-yl)phenyl)pyridin-2-yl)-6-((((1S,2S)-2-hydroxycyclopentyl)amino)methyl)-4-(trifluoromethyl)isoindolin-1-one C(C)NC1=CC(=CC(=N1)N1C(C2=CC(=CC(=C2C1)C(F)(F)F)CN[C@@H]1[C@H](CCC1)O)=O)C1=C(C=CC=C1)C1=NN=CN1C